CN(C)CC1(C(C1)C)COC=1N=C(C2=C(N1)C(=C(N=C2)C2=CC(=CC1=CC=C(C(=C21)CC)F)O)F)N2C[C@@](CCC2)(O)C (3R)-1-(2-((1-((dimethylamino)methyl)-2-methylcyclopropyl)methoxy)-7-(8-ethyl-7-fluoro-3-hydroxynaphthalen-1-yl)-8-fluoropyrido[4,3-d]pyrimidin-4-yl)-3-methylpiperidin-3-ol